4-(2-isopropylphenyl)-1-methyl-1H-imidazo[4,5-c]pyridin C(C)(C)C1=C(C=CC=C1)C1=NC=CC2=C1N=CN2C